8-isopropyl-2,6-diphenyl-9H-purine C(C)(C)C=1NC2=NC(=NC(=C2N1)C1=CC=CC=C1)C1=CC=CC=C1